1-hydroxyethyl-3-vinylimidazole bromine salt [Br].OC(C)C1=NC=CN1C=C